6-methoxy-5,6,7,8-tetrahydroquinolin-3-amine COC1CC=2C=C(C=NC2CC1)N